BrC=1C2=C(C(N(C1)C)=O)C=C(S2)C(NC2CCS(CC2)(=O)=O)=N 7-bromo-N-(1,1-dioxo-1λ6-thian-4-yl)-5-methyl-4-oxo-4H,5H-thieno[3,2-c]pyridine-2-carboximidamide